CN(C)C=C1CCC(C1=O)(C1=NN(C=C1)C)C 5-((dimethylamino)methylene)-2-methyl-2-(1-methyl-1H-pyrazol-3-yl)cyclopentan-1-one